lithium Vanadium Oxide [O-2].[V+5].[Li+].[O-2].[O-2]